ClC=1C(=C(C=CC1OC\C=C/CO)C=1C(CC(NN1)=O)C)OCOC 6-[3-chloro-4-[(Z)-4-hydroxy-2-butenyloxy]-2-(methoxymethyloxy)phenyl]-5-methyl-4,5-dihydro-2H-pyridazin-3-one